5-chloro-N-(2,4-dimethoxybenzyl)-2-fluoro-4-nitro-N-(1,2,4-thiadiazole-5-yl)benzenesulfonamide (1s,3s)-3-(methoxycarbonyl)cyclobutyl-1,2,2-trimethylhydrazine-1-carboxylate COC(=O)C1CC(C1)OC(=O)N(N(C)C)C.ClC=1C(=CC(=C(C1)S(=O)(=O)N(C1=NC=NS1)CC1=C(C=C(C=C1)OC)OC)F)[N+](=O)[O-]